C(C)(C)(C)OC(NC1=CC=C(C=C1)C(NCC1=CC(=CC=C1)OC)=O)=O (4-((3-methoxybenzyl)carbamoyl)phenyl)carbamic acid tert-butyl ester